COC(=O)C1=CC=NC2=CC=C(C=C12)C(C)=O 6-acetylquinoline-4-carboxylic acid methyl ester